C[SiH](C1=CC=C(C=C1)C(F)(F)F)C1=CC=C(C=C1)C(F)(F)F methyldi(4-trifluoromethylphenyl)silane